O1CC(CCC1)NC1=C2CNCC2=CC=C1 4-((Tetrahydro-2H-pyran-3-yl)amino)isoindolin